2-(2-imidazoline-2-yl)propane N1C(=NCC1)C(C)C